ClC1=C(C(=CC(=C1)NC([C@H](CO)C1=CC=C(C=C1)S(=O)(=O)CC)=O)Cl)C1=C(C=CC=C1)OC(F)(F)F (S)-N-(2,6-dichloro-2'-(trifluoromethoxy)-[1,1'-biphenyl]-4-yl)-2-(4-(ethylsulfonyl)phenyl)-3-hydroxypropionamide